(2S)-2-(tert-butoxycarbonylamino)-3-(1-naphthyl)propanoic acid C(C)(C)(C)OC(=O)N[C@H](C(=O)O)CC1=CC=CC2=CC=CC=C12